FC=1C(=NC=CC1)COC1=NN=C(S1)NC(=O)C=1C=NC(=CC1C1=C(C=CC=C1)OC)C N-[5-[(3-fluoropyridin-2-yl)methoxy]-1,3,4-thiadiazol-2-yl]-4-(2-methoxyphenyl)-6-methylpyridine-3-carboxamide